ClC1=C2C(=NC(=C1)C(F)F)SC=C2 4-chloro-6-(difluoromethyl)thieno[2,3-b]pyridine